C1(CCC=CCCCCCO1)=O δ-decenolactone